tetrahydropyridazine-1(2H)-carboxylate N1(NCCCC1)C(=O)[O-]